C(C)(C)(C)OC(/C=C/CN1CC2(C1)CN(CC2)C(=O)OCC2=CC=CC=C2)=C=O benzyl (E)-2-(4-(tert-butoxy)-4-carbonylbut-2-en-1-yl)-2,6-diazaspiro[3.4]octane-6-carboxylate